CC1=CN(C2=NC=CC(=C21)B(O)O)COCC[Si](C)(C)C (3-methyl-1-((2-(trimethylsilyl)ethoxy)methyl)-1H-pyrrolo[2,3-b]pyridin-4-yl)boronic acid